FC(C(C(C(F)(F)F)(F)F)(F)F)(S(=O)(=O)[O-])F.[K+] Kalium perfluoro-1-butansulfonat